1,6-bis(phenylsulfonyldiazomethylsulfonyl)hexane C1(=CC=CC=C1)S(=O)(=O)C(S(=O)(=O)CCCCCCS(=O)(=O)C(=[N+]=[N-])S(=O)(=O)C1=CC=CC=C1)=[N+]=[N-]